C(C1=CC=CC=C1)NC=1C=C2C(=NC1)CC1(C(N(C3=NC=CC=C31)C(C)(C)C)=O)C2 3-(Benzylamino)-1'-(tert-butyl)-5,7-dihydrospiro[cyclopenta[b]pyridine-6,3'-pyrrolo[2,3-b]pyridin]-2'(1'H)-one